BrC1=CC=C(COC2=CC3=C(C(C=C(O3)C(F)(F)F)=O)C=C2)C=C1 7-((4-bromobenzyl)oxy)-2-trifluoromethyl-4H-benzopyran-4-one